COC1=NC=C(C=C1NS(=O)(=O)C1=CC=CC=C1)C=1C=C2C(=NC=NC2=CC1)N1CC2(CN(C2)C(C=CC(C)=O)=O)CC1 N-(2-methoxy-5-(4-(2-(4-oxopent-2-enoyl)-2,6-diazaspiro[3.4]octan-6-yl)quinazolin-6-yl)pyridin-3-yl)benzenesulfonamide